3-(carbazol-9-yl)-9-(3-methyloxetan-3-ylmethyl)carbazole C1=CC=CC=2C3=CC=CC=C3N(C12)C=1C=CC=2N(C3=CC=CC=C3C2C1)CC1(COC1)C